C(C)(C)(C)[S@](=O)N[C@@H](C(F)(F)F)C=1C=CC(=C(C1)NC(=O)N1C[C@](CC1)(C1=NC=NS1)C1=CC(=C(C=C1)C)F)OC |o1:7,23| (R or S)-N-(5-((R or S)-1-(((S)-tert-butylsulfinyl)amino)-2,2,2-trifluoroethyl)-2-methoxyphenyl)-3-(3-fluoro-4-methylphenyl)-3-(1,2,4-thiadiazol-5-yl)pyrrolidine-1-carboxamide